NCCCCC(C)N1C(=NC2=C1C(=CC=C2)N2C(CCC2)=O)NC(=O)C=2C=C(C(=O)O)C=CC2 3-((1-(6-aminohexan-2-yl)-7-(2-oxopyrrolidin-1-yl)-1H-benzo[d]imidazol-2-yl)carbamoyl)benzoic acid